6-methoxypyridin-2-methanone COC1=CC=CC(=N1)C=O